ClCC(=O)C1=NC=C(C=C1)C 2-Chloro-1-(5-methylpyridin-2-yl)ethanone